(S)-3-(4-amino-5-iodo-7H-pyrrolo[2,3-d]pyrimidin-7-yl)pyrrolidine-1-carboxylic acid tert-butyl ester C(C)(C)(C)OC(=O)N1C[C@H](CC1)N1C=C(C2=C1N=CN=C2N)I